NC=1SC2=C(N1)C=C(C(=C2)N(C(=O)NC2=CC=C(C=C2)Cl)CCN2C(COCC2)=O)F 1-(2-amino-5-fluorobenzo[d]thiazol-6-yl)-3-(4-chlorophenyl)-1-[2-(3-oxomorpholin-4-yl)ethyl]urea